C(CCC)NC(COC1=C(C=C(C=C1)C=O)Cl)=O N-BUTYL-2-(2-CHLORO-4-FORMYLPHENOXY)ACETAMIDE